The molecule is a 2,3-trans-enoyl CoA(4-) obtained by deprotonation of the phosphate and diphosphate OH groups of (2E,8Z,11Z,14Z,17Z,20Z,23Z)-hexacosaheptaenoyl-CoA; major species at pH 7.3. It is a conjugate base of a (2E,8Z,11Z,14Z,17Z,20Z,23Z)-hexacosaheptaenoyl-CoA. CC/C=C\\C/C=C\\C/C=C\\C/C=C\\C/C=C\\C/C=C\\CCCC/C=C/C(=O)SCCNC(=O)CCNC(=O)[C@@H](C(C)(C)COP(=O)([O-])OP(=O)([O-])OC[C@@H]1[C@H]([C@H]([C@@H](O1)N2C=NC3=C(N=CN=C32)N)O)OP(=O)([O-])[O-])O